C(CCCCCCCCCCC)(=O)OS(=O)(=O)CCO.[Na] sodium lauroylisethionate